N-(2-(6-((4-chlorophenyl)amino)-2-morpholinopyrimidin-4-yl)propan-2-yl)-5-cyclopropylisoxazole-3-carboxamide ClC1=CC=C(C=C1)NC1=CC(=NC(=N1)N1CCOCC1)C(C)(C)NC(=O)C1=NOC(=C1)C1CC1